ClC1=NC=CC=C1CC(=O)N1CCC2=CC(=CC(=C12)F)C1=NC=NC(=C1)NC1=CC=NN1C 2-(2-chloropyridin-3-yl)-1-(7-fluoro-5-(6-((1-methyl-1H-pyrazol-5-yl)amino)pyrimidin-4-yl)indolin-1-yl)ethan-1-one